C(C1=CC(=C(C(=C1)C(C)(C)C)O)C(C)(C)C)C1=CC(=C(C(=C1)C(C)(C)C)O)C(C)(C)C 4,4'-methylene-bis[2,6-di-tert.-butylphenol]